BrC1=C(C=C(C=C1)/C=C/C(=O)NC)OCOC (E)-3-(4-bromo-3-(methoxymethoxy)phenyl)-N-methylacrylamide